(1S,4S)-2-((2-methyl-2H-tetrazol-5-yl)(phenyl)methyl)-2,5-diazabicyclo[2.2.1]heptane CN1N=C(N=N1)C(N1[C@@H]2CN[C@H](C1)C2)C2=CC=CC=C2